(6-bromoimidazo[1,2-a]pyrimidin-2-yl)[(3S,4S)-4-(3,4-dihydroisoquinolin-2(1H)-yl)-3-hydroxypiperidin-1-yl]methanone BrC=1C=NC=2N(C1)C=C(N2)C(=O)N2C[C@@H]([C@H](CC2)N2CC1=CC=CC=C1CC2)O